(S)-N-(1-amino-3-hydroxy-2-methyl-1-oxopropan-2-yl)-2-methyl-5-((6-methylpyridin-3-yl)methoxy)benzofuran-3-carboxamide NC([C@@](CO)(C)NC(=O)C1=C(OC2=C1C=C(C=C2)OCC=2C=NC(=CC2)C)C)=O